IC=1C(=C(C=CC1)O)N1N=CC(=C1)C(F)(F)F 3-iodo-2-[4-(trifluoromethyl)pyrazol-1-yl]phenol